CN1N=C(C=C1C(=O)N1CC2=C(C=C(C=C2CC1)C=1C=C2C(=NC1)NC=C2C)[C@H]2N(CCC2)C(=O)OC(C)(C)C)C tert-butyl (S)-2-[2-(2,5-dimethylpyrazole-3-carbonyl)-6-(3-methyl-1H-pyrrolo[2,3-b]pyridin-5-yl)-1,2,3,4-tetrahydroisoquinolin-8-yl]pyrrolidine-1-carboxylate